[(diphenyl-d10)triazinylphenyl-d3]dibenzoselenophene-d6 C1(C(C(C(C(C1[2H])([2H])[2H])([2H])[2H])([2H])[2H])([2H])[2H])([2H])C1=C(C(=NN=N1)C=1C(=C(C(=C(C1)C1=C(C(=C2C(C3=C([Se]2)C(=C(C(=C3[2H])[2H])[2H])[2H])=C1)[2H])[2H])[2H])[2H])[2H])C1(C(C(C(C(C1[2H])([2H])[2H])([2H])[2H])([2H])[2H])([2H])[2H])[2H]